(-)-Methyl-6-methyl-4-oxo-2-(p-tolyl)-3-(4-(m-tolyl)buta-2,3-dien-1-yl)chromane-3-carboxylate COC(=O)C1(C(OC2=CC=C(C=C2C1=O)C)C1=CC=C(C=C1)C)CC=C=CC=1C=C(C=CC1)C